2-(2-methylsulfanyl-ethyl)pyrazole-3-carboxylic acid CSCCN1N=CC=C1C(=O)O